COCCN1N=C(C(=C1)NC(=O)C=1OC(=CC1)C=1C(=NNC1)C(F)(F)F)C1=NC=CC=C1 N-(1-(2-methoxyethyl)-3-(pyridin-2-yl)-1H-pyrazol-4-yl)-5-(3-(trifluoromethyl)-1H-pyrazol-4-yl)furan-2-carboxamide